6-(1-(2,6-difluorobenzoyl)pyrrolidin-2-yl)-2-(2,3-dihydro-1H-inden-2-yl)-9-hydroxy-3,4-dihydro-2H-pyrazino[1,2-c]pyrimidine-1,8-dione FC1=C(C(=O)N2C(CCC2)C2=NC(C(=C3N2CCN(C3=O)C3CC2=CC=CC=C2C3)O)=O)C(=CC=C1)F